13,25-Dimethylnonatriacontane CC(CCCCCCCCCCCC)CCCCCCCCCCCC(CCCCCCCCCCCCCC)C